CC1(OC2=C(OC1)C=CC(=C2)C=2C=C1CCN(C(C1=CC2)=O)C=2C=CC(=C(C2)NS(=O)(=O)C)O)C N-(5-(6-(3,3-dimethyl-2,3-dihydrobenzo[b][1,4]dioxin-6-yl)-1-oxo-3,4-dihydroisoquinolin-2(1H)-yl)-2-hydroxyphenyl)methanesulfonamide